CN(C1CC2CCC(C1)N2)C=2N=NC(=CC2)C=2C=CC(=C1C=NNC21)C2=CN=NC(=C2)C (exo)-N-methyl-N-{6-[4-(6-methylpyridazin-4-yl)-1H-indazol-7-yl]pyridazin-3-yl}-8-azabicyclo[3.2.1]octan-3-amine